ethyl 4-[(4-acetylphenyl)amino]-6-methoxy-3-quinolinecarboxylate C(C)(=O)C1=CC=C(C=C1)NC1=C(C=NC2=CC=C(C=C12)OC)C(=O)OCC